(8-((4-(isopropylamino)-7H-pyrrolo[2,3-d]pyrimidin-2-yl)amino)-2,3-dihydrobenzo[b][1,4]dioxin-5-yl)(morpholino)methanone 2,2,2-trifluoroacetate FC(C(=O)O)(F)F.C(C)(C)NC=1C2=C(N=C(N1)NC1=CC=C(C3=C1OCCO3)C(=O)N3CCOCC3)NC=C2